4-bromo-1-(2-oxopropyl)-1H-pyrrole-2-carboxylic acid methyl ester COC(=O)C=1N(C=C(C1)Br)CC(C)=O